8-{(1,4-diazepane-1-carbonyl)[(1r,3r)-3-{2-[(2-octyldecyl)oxy]-2-oxoethyl}cyclobutyl]amino}octanoate N1(CCNCCC1)C(=O)N(CCCCCCCC(=O)[O-])C1CC(C1)CC(=O)OCC(CCCCCCCC)CCCCCCCC